O=C(NCCOCCOCCOCCOCC#C)CC[C@@H](C=1N=NNN1)NC(OC(C)(C)C)=O tert-butyl (S)-(17-oxo-20-(2H-tetrazol-5-yl)-4,7,10,13-tetraoxa-16-azaicos-1-yn-20-yl)carbamate